ClC=1C(=C(C=CC1Cl)NC(CC1=CC=C(C=C1)C1=CC=2N(C=C1)N=CN2)=O)F N-(3,4-Dichloro-2-fluorophenyl)-2-[4-([1,2,4]triazolo[1,5-a]pyridin-7-yl)phenyl]acetamide